trans-tert-butyl (4-(3,3-difluoro-4-(2-fluoro-4-nitrophenyl)-3,6-dihydropyridin-1(2H)-yl)cyclohexyl)carbamate FC1(CN(CC=C1C1=C(C=C(C=C1)[N+](=O)[O-])F)[C@@H]1CC[C@H](CC1)NC(OC(C)(C)C)=O)F